C(C)N(C(C1=C(C=CC=C1)C1=C2C(=NC(=C1)C1CN(CC1)CC1CCC(CC1)NS(=O)(=O)CC)N(N=C2)C)=O)C(C)C N-ethyl-2-[1-methyl-6-(1-{[(1r,4r)-4-ethanesulfonamidocyclohexyl]methyl}pyrrolidin-3-yl)-1H-pyrazolo[3,4-b]pyridin-4-yl]-N-isopropylbenzamide